[N+](=O)([O-])[O-].[Zn+2].C(C)N1CN(C=C1)C.[N+](=O)([O-])[O-] 1-ethyl-3-methylimidazole zinc nitrate